FC=1C=C(C(=NC1)N1C[C@@H](N(CC1)C(CCCC1=C2C=C(C=NC2=CC=C1)CO)=O)C)C (S)-1-(4-(5-fluoro-3-methylpyridin-2-yl)-2-methylpiperazin-1-yl)-4-(3-(hydroxymethyl)quinolin-5-yl)butan-1-one